carbon butyraldehyde C(CCC)=O.[C]